di-tert-butylhexane-1,6-diyl dicarbamate C(N)(OC(CCCCCOC(N)=O)(C(C)(C)C)C(C)(C)C)=O